2-methyl-2-(4-nitro-1H-imidazol-1-yl)propan-1-ol CC(CO)(C)N1C=NC(=C1)[N+](=O)[O-]